COC(CCCCCCC\C=C/C[C@H](O)CCCCCC)=O.C(C)(C)(C)C1=CC(=NC(=C1)C1=C(C=CC=C1)OC)I 4-(t-butyl)-2-iodo-6-(2-methoxyphenyl)pyridine Methylricinoleat